7-(4-(1-(1-(4-fluorophenyl)ethyl)-1H-pyrazol-4-yl)pyrimidin-2-yl)-[1,2,4]triazolo[1,5-a]pyridin-2-amine FC1=CC=C(C=C1)C(C)N1N=CC(=C1)C1=NC(=NC=C1)C1=CC=2N(C=C1)N=C(N2)N